6-((2-((3R,4R)-3-Amino-4-fluoropiperidin-1-yl)-6-fluoro-4-methoxy-1H-benzo[d]imidazol-1-yl)methyl)nicotinonitril N[C@@H]1CN(CC[C@H]1F)C1=NC2=C(N1CC1=NC=C(C#N)C=C1)C=C(C=C2OC)F